O1C=NC2=C1C=C(C=C2)CN2C1=C(C3=CC=CC(=C23)C(=O)O)CCCC(C1)CCCCCC 5-[(1,3-benzoxazol-6-yl)methyl]-7-hexyl-5H,6H,7H,8H,9H,10H-cyclohepta[b]indole-4-carboxylic acid